(E)-4-(3-(2-bromoacetyl)-2,4-dimethyl-5-(4-(methylsulfonyl)but-1-en-1-yl)-1H-pyrrol-1-yl)benzonitrile BrCC(=O)C1=C(N(C(=C1C)\C=C\CCS(=O)(=O)C)C1=CC=C(C#N)C=C1)C